N-(6-(furan-3-yl)-2-(2-hydroxy-2-methylpropyl)-2H-indazol-5-yl)-2-(pyridin-4-yl)thiazole-4-carboxamide O1C=C(C=C1)C=1C(=CC2=CN(N=C2C1)CC(C)(C)O)NC(=O)C=1N=C(SC1)C1=CC=NC=C1